4-((4-(4-chloro-3-(trifluoromethyl)phenoxy)benzyl)mercapto)-1-methyl-6-morpholinopyrimidin-2(1H)-one ClC1=C(C=C(OC2=CC=C(CSC3=NC(N(C(=C3)N3CCOCC3)C)=O)C=C2)C=C1)C(F)(F)F